trans-3-((2,3,4-trifluorophenoxy)methyl)cyclobutyl 6-oxo-7-oxa-2,5-diazaspiro[3.4]octane-2-carboxylate O=C1NC2(CN(C2)C(=O)O[C@@H]2C[C@H](C2)COC2=C(C(=C(C=C2)F)F)F)CO1